3-(2-((1R,5S)-3-(aminomethyl)-3-hydroxy-8-azabicyclo[3.2.1]octan-8-yl)-1,1-difluoro-2-oxoethyl)-4-fluoro-N-(4-fluoro-3-methylphenyl)benzamide NCC1(C[C@H]2CC[C@@H](C1)N2C(C(F)(F)C=2C=C(C(=O)NC1=CC(=C(C=C1)F)C)C=CC2F)=O)O